2-[1-[2-(2-chlorooxazol-5-yl)ethyl]cyclopropyl]isoindoline-1,3-dione ClC=1OC(=CN1)CCC1(CC1)N1C(C2=CC=CC=C2C1=O)=O